C1(=CC(=CC=C1)B(O)O)C=1C(=CC=CC1)C1=CC=CC=C1 [1,1':2',1''-terphenyl]-3-ylboronic acid